C(CC(C)C)N(CCN(CCN(CCN(C)CCC(C)C)C)C)C N,N'''-diisopentyl-N,N',N'',N'''-tetramethyl(triethylenetetramine)